OC(CCO[Si]1(OCCC(O1)C)CCCS)C 2-(3-hydroxy-3-methylpropoxy)-4-methyl-[1,3,2]dioxasilinan-2-ylpropyl mercaptan